CNC(C1=NC(=C(C=C1)OC1CN(C1)CC1=CC=2NC(N(C(C2S1)=O)C)=O)C)=O N,6-dimethyl-5-((1-((3-methyl-2,4-dioxo-1,2,3,4-tetrahydrothieno[3,2-d]pyrimidin-6-yl)methyl)azetidin-3-yl)oxy)picolinamide